N-(2-cyclopropyl-4-fluorophenyl)-N-(7-nitrobenzo[c][1,2,5]oxadiazol-4-yl)cyclohexanecarboxamide C1(CC1)C1=C(C=CC(=C1)F)N(C(=O)C1CCCCC1)C1=CC=C(C2=NON=C21)[N+](=O)[O-]